O=C1NC(CCC1N1C(C2=CC=CC(=C2C1=O)NCCOCCOCCOCCOCCOCCC(=O)O)=O)=O 3-[2-[2-[2-[2-[2-[[2-(2,6-dioxo-3-piperidyl)-1,3-dioxo-isoindolin-4-yl]amino]ethoxy]ethoxy]ethoxy]ethoxy]ethoxy]propanic acid